2-((5-fluoro-2-methyl-4-(1-methyl-1H-pyrazol-4-yl)phenyl)amino)-9-(4-methoxybicyclo[2.1.1]hexan-1-yl)-7-methyl-7,9-dihydro-8H-purin-8-one FC=1C(=CC(=C(C1)NC1=NC=C2N(C(N(C2=N1)C12CCC(C1)(C2)OC)=O)C)C)C=2C=NN(C2)C